2,2,4-trimethylhexamethylene-bis(2-carbamoyloxyethyl) dimethacrylate C(C(=C)C)(=O)OCC(OC(N)=O)CC(CC(CCC(COC(C(=C)C)=O)OC(N)=O)C)(C)C